2-hydroxy-3-(pyrimidin-2-yl)propionic acid cyclopentyl ester C1(CCCC1)OC(C(CC1=NC=CC=N1)O)=O